O=C1NC(CCC1N1C(C2=CC=C(C=C2C1)CNC(C(C1=C(C=C(C=C1C)C)C)=O)=O)=O)=O N-((2-(2,6-dioxopiperidin-3-yl)-1-oxoisoindolin-5-yl)methyl)-2-oxo-2-(2,4,6-trimethyl-phenyl)acetamide